3-((7-(3-Cyclopropylazetidine-1-carbonyl)-10-hydroxy-7-azaspiro[4.5]decan-10-yl)methyl)-6-phenylpyrimidin-4(3H)-one C1(CC1)C1CN(C1)C(=O)N1CC2(CCCC2)C(CC1)(O)CN1C=NC(=CC1=O)C1=CC=CC=C1